FC(C1=C(C=CC=C1)CC(=O)NC1=CC(=C(C=C1)N1N=CC(=C1)F)S(N)(=O)=O)F 2-[2-(Difluoromethyl)phenyl]-N-[4-(4-fluoro-1H-pyrazol-1-yl)-3-sulfamoylphenyl]acetamide